2-[4-(tert-butoxycarbonyl)piperazin-1-yl]-6-methoxypyrimidine-4-carboxylic acid C(C)(C)(C)OC(=O)N1CCN(CC1)C1=NC(=CC(=N1)C(=O)O)OC